((1-(2-hydroxyethyl)-1H-pyrazol-3-yl)methyl)-6-(phenylsulfonyl)phthalazin-1(2H)-one OCCN1N=C(C=C1)CN1C(C2=CC=C(C=C2C=N1)S(=O)(=O)C1=CC=CC=C1)=O